Ethyl 2-(2-chloro-4-((4-(4-(trifluoromethyl)benzyl)piperazin-1-yl)methyl)phenoxy)-2-methylpropanoate ClC1=C(OC(C(=O)OCC)(C)C)C=CC(=C1)CN1CCN(CC1)CC1=CC=C(C=C1)C(F)(F)F